ClC=1C=C(C=CC1F)N(C(=O)[C@H]1N(CCC1)C1=NC(=CC(=C1)C(F)(F)F)C)CCCN1[C@@H](CCC1)C (S)-N-(3-chloro-4-fluorophenyl)-1-(6-methyl-4-(trifluoromethyl)pyridin-2-yl)-N-(3-((R)-2-methylpyrrolidin-1-yl)propyl)pyrrolidine-2-carboxamide